COC1=CC=C(CN2N=CC3=C(C2=O)CC(CN3CCOCCC(N3CCN(CC3)C3=NC=C(C=N3)C(F)(F)F)=O)C)C=C1 6-(4-methoxybenzyl)-3-methyl-1-(2-(3-oxo-3-(4-(5-(trifluoromethyl)pyrimidin-2-yl)piperazin-1-yl)propoxy)ethyl)-2,3,4,6-tetrahydropyrido[2,3-d]pyridazin-5(1H)-one